N-(4-hydroxymethylphenyl)hydroxylamine OCC1=CC=C(C=C1)NO